FC1([C@@H](C1)C(=O)N1[C@H]2CN(C[C@@H]1CC2)C2=NC(=NC=C2)NC=2C=NN(C2)CCC)F ((S)-2,2-difluorocyclopropyl)((1R,5S)-3-(2-((1-propyl-1H-pyrazol-4-yl)amino)pyrimidin-4-yl)-3,8-diazabicyclo[3.2.1]octan-8-yl)methanone